1'-(t-butyl) 5'-methyl (2R,5'S)-7-bromo-3-oxo-3,4-dihydrospiro[benzo[b][1,4]oxazine-2,3'-pyrrolidine]-1',5'-dicarboxylate BrC=1C=CC2=C(O[C@]3(CN([C@@H](C3)C(=O)OC)C(=O)OC(C)(C)C)C(N2)=O)C1